FC1=C(C=CC=2N=C(OC21)C)C(C)O 1-(7-fluoro-2-methylbenzo[d]oxazol-6-yl)ethan-1-ol